rel-N-[5-[2-(3,5-Dimethoxyphenyl)ethyl]-1H-pyrazol-3-yl]-4-[(3R,5S)-3,5-dimethyl-1-piperazinyl]benzamide COC=1C=C(C=C(C1)OC)CCC1=CC(=NN1)NC(C1=CC=C(C=C1)N1C[C@H](N[C@H](C1)C)C)=O |o1:27,29|